2-ethyl-3-ethylacrylic acid C(C)C(C(=O)O)=CCC